BrC1=CC(=C(C=C1)F)F 4-Bromo-1,2-difluoro-benzene